C1=CC=CC=2C3=CC=CC=C3C(C12)COC(=O)N[C@H](C(=O)O)CCC1=CC=C2C(=C(N(C2=C1)C)C)C (2S)-2-(9H-fluoren-9-ylmethoxycarbonylamino)-4-(1,2,3-trimethylindol-6-yl)butanoic acid